(sulfophenylazo) naphthoate C1(=CC=CC2=CC=CC=C12)C(=O)ON=NC1=C(C=CC=C1)S(=O)(=O)O